4-fluoro-1-[3-(6-oxo-1,6-dihydropyridazin-3-yl)propionyl]-N-{phenyl-[4-(propan-2-yl)phenyl]methyl}pyrrolidine-2-carboxamide FC1CC(N(C1)C(CCC1=NNC(C=C1)=O)=O)C(=O)NC(C1=CC=C(C=C1)C(C)C)C1=CC=CC=C1